5-BROMO-4-METHYL-1H-PYRROLO[2,3-B]PYRIDINE-3-CARBALDEHYDE BrC=1C(=C2C(=NC1)NC=C2C=O)C